NC1=NN(C2=C1CN(CC2)C(=O)OC(C)(C)C)C2=CC=C(C=C2)C(C)C tert-butyl 3-amino-1-(4-isopropylphenyl)-4H,6H,7H-pyrazolo[4,3-c]pyridine-5-carboxylate